(2r,6s)-2,6-dimethyl-4-[5-(trifluoromethyl)pyrazin-2-yl]piperazine-1-carboxylic acid 2-benzyl-2-azaspiro[3.3]hept-6-yl ester C(C1=CC=CC=C1)N1CC2(C1)CC(C2)OC(=O)N2[C@@H](CN(C[C@@H]2C)C2=NC=C(N=C2)C(F)(F)F)C